1-benzyl-N1-(4-(3,4-dichlorophenyl)-5-isobutylthiazol-2-yl)ethane-1,2-diamine C(C1=CC=CC=C1)C(CN)NC=1SC(=C(N1)C1=CC(=C(C=C1)Cl)Cl)CC(C)C